BrC1=CC(=C(CCNCCCCCCOCCCCC2=CC=CC=C2)C=C1OC)OC N-(4-bromo-2,5-dimethoxy-phenethyl)-6-(4-phenyl-butoxy)hexan-1-amine